4-ethoxybut-2-ynoic acid C(C)OCC#CC(=O)O